CC=1C=C(C=CC1)C1=CC1(F)F 1-(3-methylphenyl)-3,3-difluoro-cyclopropene